2-hydroxy-2-phosphono-Acetic acid OC(C(=O)O)P(=O)(O)O